2-cyano-N-(4,6-diisopropylpyrimidin-5-yl)acetamide C(#N)CC(=O)NC=1C(=NC=NC1C(C)C)C(C)C